FC=1C=C(C=NC1OC)CN1C2CN(CC1C2)C2=CC=C(C=N2)C=2C=1N(C=C(C2)C#CC(COC)(C)O)N=CC1C#N 4-(6-(6-((5-Fluoro-6-methoxypyridin-3-yl)methyl)-3,6-diazabicyclo[3.1.1]heptan-3-yl)pyridine-3-yl)-6-(3-hydroxy-4-methoxy-3-methylbut-1-yn-1-yl)pyrazolo[1,5-a]pyridine-3-carbonitrile